C1(CC1)C(=O)NC1=NC=CC(=C1)N1C=CC2=C(C=CC=C12)N1C=CC=C1 N-(1-(2-(cyclopropanecarboxamido)pyridin-4-yl)-1H-indol-4-yl)-1H-pyrrole